FC(COC1=NC(=NC=C1)NCC1=C(N=NN1C)C1=CC=C(C(=N1)C)O[C@@H]1C[C@H](CCC1)C(=O)O)(C)F (1S,3S)-3-((6-(5-(((4-(2,2-difluoro-propoxy)pyrimidin-2-yl)amino)methyl)-1-methyl-1H-1,2,3-triazol-4-yl)-2-methylpyridin-3-yl)oxy)cyclohexane-1-carboxylic acid